4-((2-((3r,4r)-3-amino-4-fluoropiperidin-1-yl)-4-chloro-1H-benzo[d]imidazol-1-yl)methyl)benzonitrile N[C@@H]1CN(CC[C@H]1F)C1=NC2=C(N1CC1=CC=C(C#N)C=C1)C=CC=C2Cl